COC1=CC2=C(C=C(S2)C(=O)C(C(=O)OCC)CC(=O)[O-])C=C1OCOC ethyl 2-[6-methoxy-5-(methoxymethoxy) benzothiophene-2-carbonyl]butanedioate